C(C1=CC=CC=C1)OC=1C=CC2=C(O[C@@H](CO2)CNC(=O)N2CCN(CC2)C)C1 4-methyl-piperazine-1-carboxylic acid ((R)-7-benzyloxy-2,3-dihydro-benzo[1,4]dioxin-2-ylmethyl)-amide